FC1=C2C(CCOC2=CC(=C1)F)O (+)-5,7-difluoro-3,4-dihydro-2H-chromen-4-ol